(Z)-N'-hydroxy-1-methyl-3-((4-(trifluoromethyl)phenyl)amino)-1H-pyrazole-4-carboximidamide O\N=C(/N)\C=1C(=NN(C1)C)NC1=CC=C(C=C1)C(F)(F)F